bis(ethylmethylamino)titanium C(C)N(C)[Ti]N(CC)C